NC=1C2=C(N=CN1)N(C(=C2C=2C=NC1=CC=CC=C1C2)C#C)C21CCC(CC2)(C1)NCC(=O)OC methyl (4-(4-amino-6-ethynyl-5-(quinolin-3-yl)-7H-pyrrolo[2,3-d]pyrimidin-7-yl)-bicyclo[2.2.1]heptan-1-yl)glycinate